C(C1=CC=CC=C1)C1CC(C1)N(C(=O)C1CC2(C1)NC(OC2)=O)C (2s,4s)-N-((1r,3s)-3-benzylcyclobutyl)-N-methyl-6-oxo-7-oxa-5-azaspiro[3.4]octane-2-carboxamide